4,5-dihydro-1H-imidazole-1-amine N1(C=NCC1)N